NC1=C2N=CN(C2=NC(=N1)F)[C@H]1C[C@@H]([C@@](O1)(C#C)CO[P@](=O)(OC1=CC=CC=C1)N[C@@H](CC1=CC=CC=C1)C(=O)OCC(CCCC)CCCC)O 2-Butylhexyl ((S)-(((2R,3S,5R)-5-(6-amino-2-fluoro-9H-purin-9-yl)-2-ethynyl-3-hydroxytetrahydrofuran-2-yl) methoxy)(phenoxy)phosphoryl)-L-phenylalaninate